N-(4-(4-((fluoromethyl)sulfonylamino)phenyl)-1H-pyrrolo[2,3-b]pyridin-6-yl)cyclopropylcarboxamide FCS(=O)(=O)NC1=CC=C(C=C1)C1=C2C(=NC(=C1)NC(=O)C1CC1)NC=C2